3,5-diamino-5-(heptafluoropropyl)benzene (Z)-ethyl-2-chloro-3-hydroxyacrylate C(C)OC(/C(=C/O)/Cl)=O.NC1=CC=CC(C1)(C(C(C(F)(F)F)(F)F)(F)F)N